C(C)OC(C=C1CC(CC1)NC(=O)OC(C)(C)C)=O ethyl-2-[3-(tert-butoxycarbonylamino)cyclopentylidene]acetate